7a-(4-bromophenyl)-4-methoxy-6-((oxetan-3-ylamino)methyl)-7-phenyl-5,6,7,7a-tetrahydro-4bH-cyclopenta[4,5]furo[2,3-c]pyridine-4b,5-diol BrC1=CC=C(C=C1)C12C(C3=C(C=NC=C3OC)O1)(C(C(C2C2=CC=CC=C2)CNC2COC2)O)O